2-amino-N-(2-(tritylsulfanyl)ethyl)benzamide NC1=C(C(=O)NCCSC(C2=CC=CC=C2)(C2=CC=CC=C2)C2=CC=CC=C2)C=CC=C1